3,6-di(tertiary butyl)-9-mesityl-10-ethyl-acridine hexafluorophosphate F[P-](F)(F)(F)(F)F.C(C)(C)(C)C=1C=CC=2C(C3=CC=C(C=C3N(C2C1)CC)C(C)(C)C)C1=C(C=C(C=C1C)C)C